((4-cyanophenethyl)amino)-2-phenylacetic acid ethyl ester C(C)OC(C(C1=CC=CC=C1)NCCC1=CC=C(C=C1)C#N)=O